4-bromo-N-((3-(bromomethyl)oxetan-3-yl)methyl)-2-(trifluoromethoxy)aniline BrC1=CC(=C(NCC2(COC2)CBr)C=C1)OC(F)(F)F